ethyl 2-chloro-5-aminophenoxyacetate ClC1=C(OCC(=O)OCC)C=C(C=C1)N